The molecule is a cinnamate ester obtained by the formal condensation of the 1-hydroxy group of beta-D-glucopyranose with the carboxy group of trans-caffeic acid. It has a role as a plant metabolite. It is a beta-D-glucoside, a monosaccharide derivative, a member of catechols and a cinnamate ester. It derives from a trans-caffeic acid. C1=CC(=C(C=C1/C=C/C(=O)O[C@H]2[C@@H]([C@H]([C@@H]([C@H](O2)CO)O)O)O)O)O